N-{[3-(8-{[(3S,4R)-3-fluoro-1-methylpiperidin-4-yl]amino}-3-[(trifluoromethyl)sulfanyl]indolizin-2-yl)-1,2,4-oxadiazol-5-yl]methyl}morpholine-4-carboxamide F[C@H]1CN(CC[C@H]1NC1=CC=CN2C(=C(C=C12)C1=NOC(=N1)CNC(=O)N1CCOCC1)SC(F)(F)F)C